N-(6-(4-Methylpyridin-3-yl)cinnolin-3-yl)cyclopropanecarboxamide CC1=C(C=NC=C1)C=1C=C2C=C(N=NC2=CC1)NC(=O)C1CC1